ClC=1C=CC=2C=3C=CC=CC3C=3N(C2C1)C1=C(N3)C=CC=C1 2-chlorobenzo[4,5]imidazo[1,2-f]phenanthridine